C(#N)C=1C=NC2=C(C=C(C=C2C1NCC(C)(C)C)N[C@H](C=1N=NN(C1)C1(CC1)C(=O)N(C)C)C=1C(=NC(=CC1)F)C)C#N (S)-1-(4-(((3,8-dicyano-4-(neopentylamino)quinolin-6-yl)amino)(6-fluoro-2-methylpyridin-3-yl)methyl)-1H-1,2,3-triazol-1-yl)-N,N-dimethylcyclopropane-1-carboxamide